Hept-4-ene CCCC=CCC